FC(C1(CC1)CCCCN)(F)F 4-(1-(trifluoromethyl)cyclopropyl)butan-1-amine